C1(CCC1)N1CCS(C2=C(C1=O)SC(=C2)C2=NC(=NC=C2C(F)(F)F)NC=2C=C1CCNCC1=CC2CC)(=O)=O 4-cyclobutyl-7-(2-((7-ethyl-1,2,3,4-tetrahydroisoquinolin-6-yl)amino)-5-(trifluoromethyl)pyrimidin-4-yl)-3,4-dihydrothieno[2,3-f][1,4]thiazepin-5(2H)-one 1,1-dioxide